2-tolyl-6-phenyl-9H-purine CC1=CC=C(C=C1)C2=NC(=C3C(=N2)N=CN3)C4=CC=CC=C4